OC1=C(C(=CC=C1)OCC1=CC=CC=C1)C(C=CC1=CC(=CC=C1)C)=O 1-(2-Hydroxy-6-phenylmethoxyphenyl)-3-(3-methylphenyl)prop-2-en-1-one